4-(((tert-butoxycarbonyl)(methyl)amino)styryl)pyrimidin C(C)(C)(C)OC(=O)N(C)C(=CC1=CC=CC=C1)C1=NC=NC=C1